(S)-6-(tert-Butoxy)-2-((tert-butoxycarbonyl)amino)-6-oxohexanoic acid C(C)(C)(C)OC(CCC[C@@H](C(=O)O)NC(=O)OC(C)(C)C)=O